[N+](=O)([O-])C1=CC=C(C=C1)[C@]1(O)[C@H](O)[C@@H](O)[C@@H](O)[C@H](O1)CO 4-nitrophenyl-β-D-galactose